C(C)(=O)C1COCCC1=O 3-acetyloxan-4-one